NC1=CC=C2C(=CN(C2=C1)C1CCCC1)C=1C=C(C(=S)N)C=CC1 3-(6-amino-1-cyclopentyl-1H-indol-3-yl)thiobenzamide